[6-(benzyloxy)hexyl]-3-methyl-2-nitroaniline C(C1=CC=CC=C1)OCCCCCCNC1=C(C(=CC=C1)C)[N+](=O)[O-]